ClC1=C(C=CC=C1)NC(=S)C1=NC=C(C=C1)OCC N-(2-chlorophenyl)-5-ethoxypyridine-2-thioamide